Cl.Cl.BrC1=CC=C2CN3C(=NC2=C1)SC=C3CSC=3NC1=CC=CC=C1CN3 8-bromo-3-(((1,4-dihydroquinazolin-2-yl)thio)methyl)-5H-thiazolo[2,3-b]Quinazoline dihydrochloride